heptane ethyl-acetate C(C)OC(C)=O.CCCCCCC